BrC=1SC=C(N1)C(=O)NC1=C(C=CC(=C1)CCN1CCOCC1)N1CCCCC1 2-bromo-N-(5-(2-morpholinoethyl)-2-(piperidin-1-yl)phenyl)thiazole-4-carboxamide